6-ethyl-4-[[(1S)-1-[3-fluoro-4-(4-methylphenoxy)phenyl]ethyl]amino]-5H-pyrrolo[3,4-d]pyrimidin-7-one C(C)N1C(C=2N=CN=C(C2C1)N[C@@H](C)C1=CC(=C(C=C1)OC1=CC=C(C=C1)C)F)=O